4,6-Dichloro-1,3,5-triazin-2(1H)-one ClC1=NC(NC(=N1)Cl)=O